NCCCN(CCCNC(C1=C(C=C(C=C1)NC=1C=2N(C=CN1)C(=CN2)C2=C(C(=C(C=C2)OC)F)F)CC)=O)C(N)=O N-[3-(3-aminopropyl-carbamoyl-amino)propyl]-4-[[3-(2,3-difluoro-4-methoxy-phenyl)imidazo[1,2-a]pyrazin-8-yl]amino]-2-ethyl-benzamide